N1CC(C1)CN1CCN(CC1)C1CCN(CC1)C=1C=C2C(N(C(C2=CC1)=O)C1C(NC(CC1)=O)=O)=O 5-(4-(4-(azetidin-3-ylmethyl)piperazin-1-yl)piperidin-1-yl)-2-(2,6-dioxopiperidin-3-yl)isoindoline-1,3-dione